NC1(N(C(C2=CC=CC=C12)=O)OC)COC1=CC=CC2=CC=CC=C12 3-amino-2-methoxy-3-((naphthalen-1-yloxy)methyl)isoindolin-1-one